3-bromo-6-hydroxy-2-methoxy-benzaldehyde BrC=1C(=C(C=O)C(=CC1)O)OC